OC[C@H](C)N1C=NC2=C(C1=O)C=C(N=C2C=2C=NN(C2)C)C=2C=NC=CC2 (S)-3-(1-hydroxy-propan-2-yl)-8-(1-methyl-1H-pyrazol-4-yl)-6-(pyridin-3-yl)pyrido[3,4-d]pyrimidin-4(3H)-one